OCC1=CC=CC(=N1)NC(=O)C=1C(=CC=2N(C1)C=C(N2)C2CCOCC2)OC N-(6-(hydroxymethyl)pyridin-2-yl)-7-methoxy-2-(tetrahydro-2H-pyran-4-yl)imidazo[1,2-a]pyridine-6-carboxamide